1-(4-(4-chlorobenzyl)-3,4-dihydroquinoxalin-1(2H)-yl)-3-(pyrrolidin-1-yl)propan ClC1=CC=C(CN2CCN(C3=CC=CC=C23)CCCN2CCCC2)C=C1